ClC1=CC=C(C=C1)NC(N(CCN1CCOCC1)C1=CC=C(C=C1)C(C(=O)N)NC1CCCC1)=O (4-{3-(4-chlorophenyl)-1-[2-(4-morpholinyl)ethyl]ureido}phenyl)-2-(cyclopentylamino)acetamide